(R)-4-chloro-5-(3-((4-(4-hydroxycyclohexyl)pyridin-2-yl)oxy)pyrrolidin-1-yl)pyridazin-3(2H)-one ClC=1C(NN=CC1N1C[C@@H](CC1)OC1=NC=CC(=C1)C1CCC(CC1)O)=O